1,3-bis(hydroxyisopropyl)cyclohexane OC(C)(C)C1CC(CCC1)C(C)(C)O